OC1CCC(CC1)CNC1=C(C=C(C=C1)S(=O)(=O)NC(C1=CC=CC=C1)=O)[N+](=O)[O-] N-((4-(((4-hydroxycyclohexyl)methyl)amino)-3-nitrophenyl)sulfonyl)benzamide